Tris-hydroxymethyl-aminomethane-HCl Cl.OCC(N)(CO)CO